NC=1N=C(C2=C(N1)C=CN(C2=O)CC2=CC=C(C=C2)CN(CCO)CCO)N[C@H](C)CCC (R)-2-amino-6-(4-((bis(2-hydroxyethyl)amino)methyl)benzyl)-4-(pentan-2-ylamino)pyrido[4,3-d]pyrimidin-5(6H)-one